benzyl (S)-6-(((tert-butyldimethylsilyl)oxy)methyl)-5-azaspiro[2.5]octane-5-carboxylate [Si](C)(C)(C(C)(C)C)OC[C@H]1N(CC2(CC2)CC1)C(=O)OCC1=CC=CC=C1